3-(2-(4-(6-fluorobenzo[d]isothiazol-3-yl)piperazin-1-yl)ethyl)cyclobutane-1-amine hydrochloride Cl.FC1=CC2=C(C(=NS2)N2CCN(CC2)CCC2CC(C2)N)C=C1